lauramidopropyl hydroxyl sulfate S(=O)(=O)(OCCCNC(CCCCCCCCCCC)=O)OO